FC1=NC=CC(=C1)CCC(=O)O 3-(2-fluoropyridin-4-yl)propionic acid